1-(6-(1-hydroxy-4-oxocyclohexyl)pyridin-3-yl)-N,N-dimethylpiperidine-4-carboxamide OC1(CCC(CC1)=O)C1=CC=C(C=N1)N1CCC(CC1)C(=O)N(C)C